CC(CC)OCCCCN1C=[N+](C=C1)CCCCOC(CC)C 1,3-bis[4-(1-methylpropoxy)butyl]imidazolium